(2R,4R)-6-chloro-N-(3-{4-[2,3-difluoro-4-(trifluoromethoxy)phenyl]-1H-imidazol-1-yl}bicyclo[1.1.1]pentan-1-yl)-4-hydroxy-3,4-dihydro-2H-1-benzopyran-2-carboxamide ClC=1C=CC2=C([C@@H](C[C@@H](O2)C(=O)NC23CC(C2)(C3)N3C=NC(=C3)C3=C(C(=C(C=C3)OC(F)(F)F)F)F)O)C1